(S)-2-amino-3-(6-bromo-1H-indol-3-yl)propanoic acid N[C@H](C(=O)O)CC1=CNC2=CC(=CC=C12)Br